(E)-1-(7,7-dimethyl-7H-furo[2,3-f]chromen-2-yl)-3-(2,4,5-trimethoxyphenyl)prop-2-en-1-one CC1(OC2=CC=C3C(=C2C=C1)OC(=C3)C(\C=C\C3=C(C=C(C(=C3)OC)OC)OC)=O)C